5-((1-((6-ethyl-5-oxo-4,5-dihydropyrazolo[1,5-a]pyrimidin-2-yl)methyl)azetidin-3-yl)(methyl)amino)-N,6-dimethylpicolinamide 2,2,2-trifluoroacetate FC(C(=O)O)(F)F.C(C)C=1C(NC=2N(C1)N=C(C2)CN2CC(C2)N(C=2C=CC(=NC2C)C(=O)NC)C)=O